2-(2-fluoro-4-(morpholin-3-yl)phenyl)-N-(3-(4-fluoropiperidin-1-yl)propyl)-6-methoxybenzo[d]imidazo[2,1-b]thiazole-7-carboxamide dihydrochloride Cl.Cl.FC1=C(C=CC(=C1)C1NCCOC1)C=1N=C2SC3=C(N2C1)C=C(C(=C3)C(=O)NCCCN3CCC(CC3)F)OC